2-(4-(4-methyl-4H-1,2,4-triazol-3-yl)piperidin-1-yl)-3-(2-carbonyl-1,2-dihydropyridin-4-yl)benzonitrile CN1C(=NN=C1)C1CCN(CC1)C1=C(C#N)C=CC=C1C1=CC(NC=C1)=C=O